NC1(CN=C(C=C1CN1C2=NC=NC(=C2N=C1)N)C1=C(C=C(C(=C1)F)OC)F)[C@H](C(F)F)O (R)-3-amino-1-(4-((6-amino-9H-purin-9-yl)methyl)-6-(2,5-difluoro-4-methoxyphenyl)pyridin-3-yl)-2,2-difluoroethan-1-ol